1-(2-fluoro-5-((3-oxoisobenzofuran-1(3H)-ylidene)methyl)phenyl)indoline FC1=C(C=C(C=C1)C=C1OC(C2=CC=CC=C12)=O)N1CCC2=CC=CC=C12